2-(((5-fluoropyridin-2-yl)amino)-2-oxoethyl)-7-isopropyl-N-methyl-5,8-dioxo-6,7,8,9-tetrahydro-5H-imidazo[1,2-a]pyrrolo[3,4-d]pyrimidine-2-carboxamide FC=1C=CC(=NC1)NC(CC1(N=C2N(C(C3=C(N2)C(N(C3)C(C)C)=O)=O)C1)C(=O)NC)=O